tert-butyl 4-(3-chloro-2-(trifluoromethyl)phenyl)-5,6-dihydropyridine-1(2H)-carboxylate ClC=1C(=C(C=CC1)C1=CCN(CC1)C(=O)OC(C)(C)C)C(F)(F)F